tert-butyl ((3-hydroxyazetidin-3-yl)methyl)carbamate OC1(CNC1)CNC(OC(C)(C)C)=O